(S)-2-amino-6-borono-2-((1S,3R)-3-(2,3-dihydro-1H-inden-2-ylamino)cyclobutyl)hexanoic acid N[C@@](C(=O)O)(CCCCB(O)O)C1CC(C1)NC1CC2=CC=CC=C2C1